1-(p-toluenesulphonyl)imidazole CC1=CC=C(C=C1)S(=O)(=O)N1C=NC=C1